2-(2-pyridyldithio)-3-pyridinecarbonitrile N1=C(C=CC=C1)SSC1=NC=CC=C1C#N